5-[(1R,2R)-2-(hydroxymethyl)cyclopropyl]-2,2-dimethyl-pentanoic acid tert-butyl ester C(C)(C)(C)OC(C(CCC[C@H]1[C@@H](C1)CO)(C)C)=O